methyl 4-(4-{3-[2-(tert-butoxy)-2-oxoethoxy]propyl}phenyl)-2-[4-(trifluoromethyl)benzoyl]butanoate C(C)(C)(C)OC(COCCCC1=CC=C(C=C1)CCC(C(=O)OC)C(C1=CC=C(C=C1)C(F)(F)F)=O)=O